CCCC(CCC)NC1=NN2C(C(=N1)N)=NC=C2CC=2C=NC(=C(C2)C)N2CCNCC2 N2-(heptan-4-yl)-7-((5-methyl-6-(piperazin-1-yl)pyridin-3-yl)methyl)imidazo[2,1-f][1,2,4]triazine-2,4-diamine